(Z)-10-Hexadecenyl acetate C(C)(=O)OCCCCCCCCC\C=C/CCCCC